N1C(=NC2=C1C=CC=C2)C2=CC=CC(=N2)C(=O)N2CCC(CC2)N2C(C=CC=C2C2=NC1=C(N2)C=CC=C1)C(=O)N 1-(1-(6-(1H-benzo[d]imidazol-2-yl)picolinoyl)piperidin-4-yl)-6-(1H-benzo[d]imidazol-2-yl)picolinamide